[3-[dimethyl [3-(dimethylvinylsilyl) propyl] silyl] propyl] methyl carbonate C(OCCC[Si](CCC[SiH2]C=C(C)C)(C)C)(OC)=O